2-ethoxy-N-(2-(2-hydroxyethoxy)ethyl)-N,N-dimethyl-2-oxoethanaminium bromide [Br-].C(C)OC(C[N+](C)(C)CCOCCO)=O